C1(=CC=CC=C1)C(C)(C)C1=CN=CC=2N=C(N=C(C21)N)C2=CC=NC=C2 (2-phenylpropan-2-yl)-2-(pyridin-4-yl)pyrido[3,4-d]pyrimidin-4-amine